[4-bromo-6-fluoro-1-(2,2,2-trifluoroethyl)indazol-5-yl](2-chloro-5-fluorophenyl)methanone BrC1=C2C=NN(C2=CC(=C1C(=O)C1=C(C=CC(=C1)F)Cl)F)CC(F)(F)F